CN([C@@H]1CN(CC1)C=1C=C(C=CC1)NC=1N=C(C2=C(N1)NC=C2)N2OCC[C@@H]2C2=CC=CC=C2)C N-(3-((S)-3-(dimethylamino)pyrrolidin-1-yl)phenyl)-4-((R)-3-phenylisoxazolidin-2-yl)-7H-pyrrolo[2,3-d]pyrimidin-2-amine